FC=1C=C(C=CC1N1CCNCC1)C1=NC=NC2=CC=C(C=C12)C1=CC(=NC=C1)N 4-(4-(3-fluoro-4-(piperazin-1-yl)phenyl)quinazolin-6-yl)pyridin-2-amine